N-((R)-1-(3-(difluoromethyl)-2-fluorophenyl)ethyl)-2-methyl-6-(pyrrolidin-3-yl)-7,8-Dihydro-6H-pyrrolo[2,3-g]quinazolin-4-amine FC(C=1C(=C(C=CC1)[C@@H](C)NC1=NC(=NC2=CC3=C(C=C12)N(CC3)C3CNCC3)C)F)F